CC1=C(C=CC=C1NC(C1=NC=C(C(=C1)C1CC1)C=O)=O)C1=C(C(=CC=C1)NC(C1=NC=C(C(=C1)C1CC1)C=O)=O)C N,N'-(2,2'-dimethyl-[1,1'-biphenyl]-3,3'-diyl)bis(4-cyclopropyl-5-formylpicolinamide)